β-butyrolactam C1(CC(C)N1)=O